(1-carbamimidoyl-1,2,3,6-tetrahydropyridin-4-yl)-N-[4-(1-carbamimidoyl-1,2,3,6-tetrahydropyridin-4-yl)phenyl]-3-fluorothiophene-2-carboxamide C(N)(=N)N1CCC(=CC1)C=1C(=C(SC1)C(=O)NC1=CC=C(C=C1)C=1CCN(CC1)C(N)=N)F